FCCCN1C[C@H](CC1)OC1=CC=C(C=C1)C1=C(CCC=2C=CC(=CC12)O)C1=CC=C(C=C1)O (S)-8-(4-((1-(3-fluoropropyl)pyrrolidin-3-yl)oxy)phenyl)-7-(4-hydroxyphenyl)-5,6-dihydronaphthalen-2-ol